tert-butyl 4-[5-[3-[3-[[ethyl(methyl)sulfamoyl]amino]-2-fluoro-benzoyl]-1H-pyrrolo[2,3-b]pyridin-5-yl]-2-pyridyl]piperazine-1-carboxylate C(C)N(S(=O)(=O)NC=1C(=C(C(=O)C2=CNC3=NC=C(C=C32)C=3C=CC(=NC3)N3CCN(CC3)C(=O)OC(C)(C)C)C=CC1)F)C